4-amino-2-ethoxymethyl-α,α-dimethyl-1H-imidazo[4,5-c]quinolin-1-ethanol NC1=NC=2C=CC=CC2C2=C1N=C(N2CC(O)(C)C)COCC